CCC(CCC)[BH-](C(CC)CCC)C(CC)CCC.[Na+] sodium tri(hex-3-yl)borohydride